(2R)-N-((R)-(5-chloro-6-(trifluoromethyl)pyridin-3-yl)(4-cyclopropoxy-3-fluorophenyl)methyl)-2-methyl-3-oxopiperazine-1-carboxamide ClC=1C=C(C=NC1C(F)(F)F)[C@H](NC(=O)N1[C@@H](C(NCC1)=O)C)C1=CC(=C(C=C1)OC1CC1)F